3-chloro-N-(2-(8-(imidazo[1,2-a]pyrazin-8-yl)-2-oxo-1,3,8-triazaspiro[4.5]decan-3-yl)ethyl)-5-(2-phenylpropoxy)picolinamide ClC=1C(=NC=C(C1)OCC(C)C1=CC=CC=C1)C(=O)NCCN1C(NC2(C1)CCN(CC2)C=2C=1N(C=CN2)C=CN1)=O